5-((R)-1-(((R)-tert-butylsulfinyl)amino)ethyl)thiophene-2-carboxamidine C(C)(C)(C)[S@@](=O)N[C@H](C)C1=CC=C(S1)C(=N)N